1-(4-(3-(6-(4-isopropyl-4H-1,2,4-triazol-3-yl)pyridin-2-yl)-2-oxoimidazolidin-1-yl)phenyl)azetidine-3-carboxamide C(C)(C)N1C(=NN=C1)C1=CC=CC(=N1)N1C(N(CC1)C1=CC=C(C=C1)N1CC(C1)C(=O)N)=O